4-bromo-5-fluoro-2-methyl-pyridine BrC1=CC(=NC=C1F)C